[1-(3-cyano-1-methyl-2-oxo-1,2-dihydroquinolin-4-yl)piperidin-4-yl]acetic acid C(#N)C=1C(N(C2=CC=CC=C2C1N1CCC(CC1)CC(=O)O)C)=O